(Z)-2-(4-((6-chloro-1H-indol-3-yl)methylene)-2,5-dioxoimidazolidin-1-yl)-2-(4-chlorophenyl)ethyl dihydrophosphate ClC1=CC=C2C(=CNC2=C1)\C=C\1/NC(N(C1=O)C(COP(=O)([O-])O)C1=CC=C(C=C1)Cl)=O